2-(4-(2-(7,8-dimethyl-[1,2,4]triazolo[1,5-a]pyridin-6-yl)-4-fluoro-3-isopropyl-1H-pyrrolo[2,3-c]pyridin-5-yl)piperidin-1-yl)-N,N-dimethylacetamide CC1=C(C=2N(C=C1C1=C(C=3C(=CN=C(C3F)C3CCN(CC3)CC(=O)N(C)C)N1)C(C)C)N=CN2)C